N-(1-oxo-3-(o-tolyl)isoindolin-4-yl)-[1,2,4]triazolo[4,3-a]pyridine-3-carboxamide O=C1NC(C2=C(C=CC=C12)NC(=O)C1=NN=C2N1C=CC=C2)C2=C(C=CC=C2)C